N-(4-cyanomethyl-phenyl)-p-menthanecarboxamide C(#N)CC1=CC=C(C=C1)NC(=O)C1CC(CCC1C(C)C)C